N,N-bis((methyldimethoxysilyl)propyl)methacrylamide C[Si](OC)(OC)CCCN(C(C(=C)C)=O)CCC[Si](OC)(OC)C